O(C1=CC=CC=C1)C1OCCCC1 phenoxytetrahydro-2H-pyran